bis-(mercaptomethyl) sulfide SCSCS